cyclopentyl(7-(4-cyclopentylpiperazin-1-yl)-4,4-dimethyl-3,4-dihydroisoquinolin-2(1H)-yl)methanone C1(CCCC1)C(=O)N1CC2=CC(=CC=C2C(C1)(C)C)N1CCN(CC1)C1CCCC1